ClC1=CC=C(C=C1)NC(=O)N[C@H]1C(N(CCC1)C1=CC=C(C=C1)C1=C(C=CC=C1)NS(=O)(=O)C)=O 1-(4-chlorophenyl)-3-[(3R)-1-{2'-methanesulfonamido-[1,1'-biphenyl]-4-yl}-2-oxopiperidin-3-yl]urea